ethyl 2-bromo-1,3-oxazole-4-carboxylate BrC=1OC=C(N1)C(=O)OCC